N-(3-(5-chlorobenzo[d]oxazol-2-yl)phenyl)-2-(2-bromophenyl)acetamide ClC=1C=CC2=C(N=C(O2)C=2C=C(C=CC2)NC(CC2=C(C=CC=C2)Br)=O)C1